tert-Butyl 4-((2-((4-chloro-2-cyanophenoxy)methyl)pyridin-4-yl)oxy)-2,2-dimethylpiperidine-1-carboxylate ClC1=CC(=C(OCC2=NC=CC(=C2)OC2CC(N(CC2)C(=O)OC(C)(C)C)(C)C)C=C1)C#N